C(C)(=O)OC=1C=C(C=C(C1)OC(C)=O)\C=C\C1=CC=C(OC(C)=O)C=C1 trans-resveratrol triacetate